BrC=1C(=NC(=CC1)Cl)CN1C(C2=CC=CC=C2C1=O)=O ((3-bromo-6-chloropyridin-2-yl)methyl)isoindoline-1,3-dione